NC1=NC=C(C=C1O[C@H](C)C=1C=C(C=CC1)NC(=O)C1=CC=CC=2S(CCC21)(=O)=O)Cl (R)-N-(3-(1-((2-amino-5-chloropyridin-3-yl)oxy)ethyl)phenyl)-2,3-dihydrobenzo[b]thiophene-4-carboxamide 1,1-dioxide